NC1=NC(=C(C=2N1N=C(N2)NCC2=NC=CC=C2C)C2=CN(C(C=C2)=O)C)C2=C(C#N)C=CC=C2 (5-amino-8-(1-methyl-6-oxo-1,6-dihydropyridin-3-yl)-2-(((3-methylpyridin-2-yl)methyl)amino)-[1,2,4]triazolo[1,5-c]pyrimidin-7-yl)benzonitrile